5'-bromo-4'-chloro-1'-(4-methoxybenzyl)-1',2'-dihydrospiro[cyclopentane-1,3'-pyrrolo[2,3-b]pyridin]-3-ol BrC=1C(=C2C(=NC1)N(CC21CC(CC1)O)CC1=CC=C(C=C1)OC)Cl